3-chloro-5-fluoro-2-((4-methoxybenzyl)amino)quinolin-7-ol ClC=1C(=NC2=CC(=CC(=C2C1)F)O)NCC1=CC=C(C=C1)OC